[Na].C1=C(C=CC=2C(C3=CC(=CC=C3C(C12)=O)S(=O)(=O)O)=O)S(=O)(=O)O anthraquinone-2,6-disulfonic acid sodium